Cl.Cl.C1(CC1)CN[C@H]1[C@@H](C1)C1=CC(=CC2=CC=CC=C12)C(=O)NC=1SC(=NN1)C 4-(trans-2-((cyclopropylmethyl)amino)cyclopropyl)-N-(5-methyl-1,3,4-thiadiazol-2-yl)-2-naphthamide Dihydrochloride